[Cl-].C1(=CC=CC=C1)[P+](CCCCCCCCCCC1=CC=CC=C1)(C1=CC=CC=C1)C1=CC=CC=C1 triphenyl-(10-phenyldecyl)phosphonium chloride